BrC(C)C=1C=C(C=C2C(C=C(OC12)C1CC2=CC=CC=C2C1)=O)C 8-(1-Bromoethyl)-2-indan-2-yl-6-methyl-chromen-4-one